NCC1=NN=C(O1)C=1N(C=2C=CC=C(C2C1)N[C@H]1[C@H](CN(CC1)C)F)CC(F)(F)F 2-[5-(aminomethyl)-1,3,4-oxadiazol-2-yl]-N-[(3S,4R)-3-fluoro-1-methyl-4-piperidyl]-1-(2,2,2-trifluoroethyl)indol-4-amine